C12C(C3CC(CC(C1)C3)C2)CC(=O)NC2=CCN(C=C2)C(C)(C)C 4-[[2-(2-Adamantyl)acetyl]amino]-N-tert.-butyl-pyridin